C(C)(=O)OCCCCCCC\C=C\CCC (8E)-8-dodecen-1-ol acetate